4-((6-aminopyridin-3-yl)oxy)-N-(1-methyl-1H-pyrazol-3-yl)pyridin-2-amine NC1=CC=C(C=N1)OC1=CC(=NC=C1)NC1=NN(C=C1)C